4-(1-(((R)-2-aminopropyl)amino)-2-methoxyethyl)-2-nitrophenol N[C@@H](CNC(COC)C1=CC(=C(C=C1)O)[N+](=O)[O-])C